4-(3-methylmorpholin-4-yl)-6-(2-phenylphenyl)-1H-pyridin-2-one CC1N(CCOC1)C1=CC(NC(=C1)C1=C(C=CC=C1)C1=CC=CC=C1)=O